C1(CC1)C1=NC2=C(N1C[C@@H]1N(CCC1)CC(F)(F)F)C=CC(=C2)C(=O)NCC2=CC=C(C=C2)S(=O)(=O)CC (R)-2-cyclopropyl-N-(4-(ethylsulfonyl)benzyl)-1-((1-(2,2,2-trifluoroethyl)pyrrolidin-2-yl)methyl)-1H-benzo[d]imidazole-5-carboxamide